4-amino-8-(2-methylpyrimidin-4-yl)-2-oxo-N-propyl-1,2-dihydroquinoline-3-carboxamide NC1=C(C(NC2=C(C=CC=C12)C1=NC(=NC=C1)C)=O)C(=O)NCCC